N1[C@H]2[C@@](CC1)(CCC2)C2=NOC[C@H](O2)CN2CCCCC2 |o1:1,2,12| rac-rel-trans-3-rel-trans-((3aS,6aR)-hexahydrocyclopenta[b]pyrrol-3a(1H)-yl)-5-(piperidin-1-ylmethyl)-5,6-dihydro-1,4,2-dioxazine